C(C1=CC=CC=C1)(=O)N1CCC2(CCN(C2=O)CC2=C(C=C(C=C2)F)F)CC1 8-benzoyl-2-(2,4-difluorobenzyl)-2,8-diazaspiro[4.5]decan-1-one